C(C)(C)(CC)C=1C(C=C(C(C1)=O)C(C)(C)CC)=O 2,5-di-t-amyl-benzoquinone